C1CCC2=C(C=3CCCC3C=C12)NC(=O)NS(=O)(=O)C=1OC2=C(C1)\C(\CCC2)=N/OC (Z)-N-((1,2,3,5,6,7-hexahydro-s-indacen-4-yl)carbamoyl)-4-(methoxyimino)-4,5,6,7-tetrahydrobenzofuran-2-sulfonamide